2-bromo-5,6-dihydro-4H-pyrazolo[1,5-d][1,4]diazepin-7(8H)-one BrC1=NN2CC(NCCC2=C1)=O